N-(5-(2-((1S,4R)-2-azabicyclo[2.2.1]heptan-2-yl)acetamido)-2-methylpyridin-3-yl)-6-(1-methyl-1H-imidazol-5-yl)pyrazolo[1,5-a]pyrazine-3-carboxamide [C@H]12N(C[C@H](CC1)C2)CC(=O)NC=2C=C(C(=NC2)C)NC(=O)C=2C=NN1C2C=NC(=C1)C1=CN=CN1C